(R)-3-((R)-2-(2-chloro-5-fluoro-4-phosphonophenyl)-2-(4-ethyl-2,3-dioxopiperazine-1-carboxamido)acetamido)-2-hydroxy-3,4-dihydro-2H-benzo[e][1,2]oxaborinine-8-carboxylic acid ClC1=C(C=C(C(=C1)P(=O)(O)O)F)[C@H](C(=O)N[C@@H]1B(OC2=C(C1)C=CC=C2C(=O)O)O)NC(=O)N2C(C(N(CC2)CC)=O)=O